phenyl-[(5-chloropyridin-2-yl)carbonyl]carbamate C1(=CC=CC=C1)OC(NC(=O)C1=NC=C(C=C1)Cl)=O